tris(1,1,1,3,3,3-hexafluoro-2-(trifluoromethyl) propan-2-yl) borate B(OC(C(F)(F)F)(C(F)(F)F)C(F)(F)F)(OC(C(F)(F)F)(C(F)(F)F)C(F)(F)F)OC(C(F)(F)F)(C(F)(F)F)C(F)(F)F